tert-butyl 6-(3-cyclopropyl-4-(5-methyl-1H-indazol-4-yl) quinolin-2-yl)-2,6-diazaspiro[3.4]octane-2-carboxylate C1(CC1)C=1C(=NC2=CC=CC=C2C1C1=C2C=NNC2=CC=C1C)N1CC2(CN(C2)C(=O)OC(C)(C)C)CC1